N-methyl-1-((1s,4s)-4-methylisochroman-1-yl)methylamine CNC[C@H]1OC[C@H](C2=CC=CC=C12)C